2-(pentane-2-oxy)cyclopentan-1-ol CC(CCC)OC1C(CCC1)O